FC=1C(=CSC1C(C)(C)O)[S@@](=O)(N)=NC(NC1=C2C(=NC3=C1CCC3)CCC2)=O (R)-4-Fluoro-N'-((1,2,3,5,6,7-hexahydrodicyclopenta[b,e]pyridin-8-yl)carbamoyl)-5-(2-hydroxypropan-2-yl)thiophene-3-sulfonimidamide